COC1=CC=2C=3N(C(=NC2C=C1)NC=1C(N=CC=CC1)=O)N=C(N3)C3=CC=C(C=C3)OC (3R)-3-{[9-methoxy-2-(4-methoxyphenyl)[1,2,4]triazolo[1,5-c]quinazolin-5-yl]amino}azepin-2-one